(R)-2-amino-2-(4-(ethylsulfonyl)phenyl)acetic acid ethyl ester C(C)OC([C@@H](C1=CC=C(C=C1)S(=O)(=O)CC)N)=O